methyl (E)-3-hydroxy-5-((2-(2-((4-(trifluoromethyl)phenyl)amino)pyrimidin-4-yl)phenyl)diazenyl)benzoate OC=1C=C(C(=O)OC)C=C(C1)\N=N\C1=C(C=CC=C1)C1=NC(=NC=C1)NC1=CC=C(C=C1)C(F)(F)F